C(C1=CC=CC=C1)N(C(=O)C=1N=CC2=CC(=CC=C2C1)Cl)C1CCN(CC1)S(=O)(=O)CCCC N-benzyl-N-(1-(butylsulfonyl)piperidin-4-yl)-7-chloroisoquinoline-3-carboxamide